9,9',9'',9'''-([4,4'-bipyridine]-2,3,5,6-tetrayl)tetrakis(3,6-di-tert-butyl-9H-carbazole) N1=C(C(=C(C(=C1N1C2=CC=C(C=C2C=2C=C(C=CC12)C(C)(C)C)C(C)(C)C)N1C2=CC=C(C=C2C=2C=C(C=CC12)C(C)(C)C)C(C)(C)C)C1=CC=NC=C1)N1C2=CC=C(C=C2C=2C=C(C=CC12)C(C)(C)C)C(C)(C)C)N1C2=CC=C(C=C2C=2C=C(C=CC12)C(C)(C)C)C(C)(C)C